6-(2-Methoxypyridin-4-yl)-5-methyl-2-(1-methyl-1H-imidazol-2-yl)pyrrolo[2,1-f][1,2,4]triazin-4-ol COC1=NC=CC(=C1)C=1C(=C2C(=NC(=NN2C1)C=1N(C=CN1)C)O)C